7-[1-(1-Cyano-4-piperidyl)-5-methyl-triazol-4-yl]-5-[[(1R)-1-(5-fluoro-2-pyridyl)ethyl]amino]imidazo[1,2-a]pyridine-3-carbonitrile C(#N)N1CCC(CC1)N1N=NC(=C1C)C1=CC=2N(C(=C1)N[C@H](C)C1=NC=C(C=C1)F)C(=CN2)C#N